C(C)(C)[SiH](C(C)C)C(C)C Tris(isopropyl)silane